(2R,3R,4S,5R)-N-(3-Carbamoylphenyl)-3-[2-(Difluoromethoxy)-3,4-difluoro-phenyl]-4,5-dimethyl-5-(trifluoromethyl)tetrahydrofuran-2-carboxamid C(N)(=O)C=1C=C(C=CC1)NC(=O)[C@@H]1O[C@]([C@H]([C@@H]1C1=C(C(=C(C=C1)F)F)OC(F)F)C)(C(F)(F)F)C